CCCCCCOC(=O)CCC(=O)CN.Cl AMINOLEVULINIC ACID HEXYL ESTER HYDROCHLORIDE